CC(CC(C(=O)Cl)=O)C 4-methyl-2-oxopentanoyl chloride